methyl (2S,4S)-4-(N-((1s,4R)-4-methylcyclohexyl)isobutyramido)pyrrolidine-2-carboxylate hydrochloride salt Cl.CC1CCC(CC1)N(C(C(C)C)=O)[C@H]1C[C@H](NC1)C(=O)OC